FC1=CC=C(/C=C/C2=CC=NC3=C(C=C(C(=C23)OC)NC(CCCC)=O)OC)C=C1 (E)-N-(4-(4-fluoro-styryl)-5,8-dimethoxyquinolin-6-yl)valeramide